tert-Butyl 3-(4-fluorophenoxy)-3-(5-fluoropyridin-2-yl)azetidine-1-carboxylate FC1=CC=C(OC2(CN(C2)C(=O)OC(C)(C)C)C2=NC=C(C=C2)F)C=C1